1,1,1-tribromoethane BrC(C)(Br)Br